salicylyl-CoA C(C=1C(O)=CC=CC1)(=O)SCCNC(CCNC([C@@H](C(COP(OP(OC[C@@H]1[C@H]([C@H]([C@@H](O1)N1C=NC=2C(N)=NC=NC12)O)OP(=O)(O)O)(=O)O)(=O)O)(C)C)O)=O)=O